1-(bicyclo[1.1.1]pentan-1-yl)-4-((5-phenylpyridin-2-yl)methyl)-1,4-dihydropyrazine-2,3-dione C12(CC(C1)C2)N2C(C(N(C=C2)CC2=NC=C(C=C2)C2=CC=CC=C2)=O)=O